4-(3-bromo-4-fluorobenzyl)-6-(trifluoromethyl)phthalazin-1(2H)-one BrC=1C=C(CC2=NNC(C3=CC=C(C=C23)C(F)(F)F)=O)C=CC1F